ClC=1C=NN(C1CC1N(C(C2=CC=CC=C12)(C)C)C(C(F)(F)F)=O)C 1-(3-((4-chloro-1-methyl-1H-pyrazol-5-yl)methyl)-1,1-dimethylisoindolin-2-yl)-2,2,2-trifluoroethan-1-one